(3-(3-(4-chloro-3-trifluoromethylphenyl)ureido)-2,3,4,9-tetrahydro-1H-carbazole-7-carbonyl)glycine ClC1=C(C=C(C=C1)NC(NC1CCC=2NC3=CC(=CC=C3C2C1)C(=O)NCC(=O)O)=O)C(F)(F)F